nicotine sodium carbonate C([O-])([O-])=O.[Na+].N1=CC=CC(=C1)C1N(C)CCC1.[Na+]